9-(Acetoxy(pyridin-4-yl)methyl)-3-azaspiro[5.5]undecan-3-carboxylate C(C)(=O)OC(C1CCC2(CCN(CC2)C(=O)[O-])CC1)C1=CC=NC=C1